C1(=CC=CC=C1)CCCCC1CCCC1 2-(4-phenylbutyl)cyclopentane